FC1(CCN(CC12CC2)C2=C(C(=O)N)C(=C(C=N2)C(F)(F)F)C)F 2-(8,8-difluoro-5-azaspiro[2.5]octan-5-yl)-4-methyl-5-(trifluoromethyl)nicotinamide